(R)-2-(((2R,3S,4R,5R)-5-(2-chloro-6-(methylamino)-9H-purin-9-yl)-3-ethynyl-3,4-dihydroxytetrahydrofuran-2-yl)methoxy)-3-phenyl-2-(thiazol-4-yl)propionic acid ClC1=NC(=C2N=CN(C2=N1)[C@H]1[C@@H]([C@@]([C@H](O1)CO[C@](C(=O)O)(CC1=CC=CC=C1)C=1N=CSC1)(O)C#C)O)NC